NC=1C2=C(C(NN1)=O)N(C=C2I)C2CCCC2 4-amino-1-cyclopentyl-3-iodo-1,6-dihydro-7H-pyrrolo[2,3-d]Pyridazin-7-one